C(CCCC)C1=CC=C(C=C1)C(C)=O 1-(4-n-pentylphenyl)ethanone